4-[((R)-7-Benzyloxy-2,3-dihydro-benzo[1,4]dioxin-2-ylmethyl)-carbamoyl]-piperidine-1-carboxylic acid tert-butyl ester C(C)(C)(C)OC(=O)N1CCC(CC1)C(NC[C@@H]1COC2=C(O1)C=C(C=C2)OCC2=CC=CC=C2)=O